NC(CN1N=C(C(=C1)C)NC=1SC(=CN1)C(=O)NC1=C2C=NNC2=CC=C1C)=O 2-((1-(2-amino-2-oxoethyl)-4-methyl-1H-pyrazol-3-yl)amino)-N-(5-methyl-1H-indazol-4-yl)thiazole-5-carboxamide